((3s,5r)-3,5-dimethylmorpholino)methanone hydrochloride Cl.C[C@H]1COC[C@H](N1C=O)C